C(CCCCCCCCCCCCCCCCCCC)(=O)NCCS(=O)(=O)O N-eicosanoyltaurine